dioxane iron palladium dichloride [Pd](Cl)Cl.[Fe].O1CCOCC1